[N+](=O)([O-])C1=C(C=CC(=C1)Cl)O o-nitro-para-chlorophenol